ClC1=C(C=C(C=C1)C=1C=C2C=NN(C2=CC1)C1=CC(=C(C=C1)F)O)O 2-Chloro-5-(1-(4-fluoro-3-hydroxyphenyl)-1H-indazol-5-yl)phenol